FC(C)(F)C=1C=C(C(=NC1)N1CC=2C=C3C(=CC2C1=O)OC(O3)(F)F)S(=O)(=O)CC 6-[5-(1,1-difluoroethyl)-3-ethylsulfonyl-2-pyridyl]-2,2-difluoro-5H-[1,3]dioxolo[4,5-f]isoindol-7-one